N-(chroman-4-yl)-6-((3,5-dichlorophenyl)thio)-4-morpholinonicotinamide O1CCC(C2=CC=CC=C12)NC(C1=CN=C(C=C1N1CCOCC1)SC1=CC(=CC(=C1)Cl)Cl)=O